CCCCCCC(CCCCCCCC)C(C(=O)O)(CN(CCC(=O)O)CC=1C=NN(C1)CCCN(C)C)C(CCCCCC)CCCCCCCC.[Si](C)(C)(C(C)(C)C)OC=1C=C(C=CC1OC)C(O)C1=CC(=C(C(=C1)OC)OC)OC (3-((tert-Butyldimethylsilyl)oxy)-4-methoxyphenyl)(3,4,5-trimethoxyphenyl)methanol di(pentadecan-7-yl)3,3'-(((1-(3-(dimethylamino)propyl)-1H-pyrazol-4-yl)methyl)azanediyl)dipropionate